FC1=COC2=C(C=C(C=C2C1=O)C)C(C)NC1=C(C(=O)OC(C)(C)C)C=CC=C1 tert-Butyl 2-[1-(3-fluoro-6-methyl-4-oxo-chromen-8-yl)ethylamino]benzoate